CC1=C(C(=O)NC=2C=C(C=CC2C(F)(F)F)C2CCC2)C(=CC(=C1)OCCC1=CC=CC=C1)C (1R,2S)-2-[3-{[2,6-dimethyl-4-(2-phenylethoxy)benzoyl]amino}-4-(trifluoromethyl)phenyl]cyclobutane